N1=C(C=CC=C1)CCSCCSCCSCCC1=NC=CC=C1 1,11-bis(2-pyridyl)-3,6,9-trithiaundecane